[NH4+].C=S=P([O-])([O-])[O-].N1N=NC2=C1C=CC=C2.[NH4+].[NH4+] benzotriazole methylenephosphorothioate ammonium salt